NC1=C(C=C(C=N1)NC(C(=O)N1[C@@H](CC[C@H](C1)C)C=1C=C2C=CN=CC2=CC1)=O)C |o1:12,15| Rel-N-(6-amino-5-methyl-3-pyridyl)-2-[(2S,5R)-2-(6-Isoquinolyl)-5-methyl-1-piperidyl]-2-oxo-acetamide